ClC=1C=CC(=C(C1)NC(CNC(C(=O)OC(C)(C)C)CC1OCCCC1)=O)N1N=NC(=C1)Cl Tert-butyl 2-((2-((5-chloro-2-(4-chloro-1H-1,2,3-triazol-1-yl)phenyl)amino)-2-oxoethyl)amino)-3-(tetrahydro-2H-pyran-2-yl)propanoate